ClC=1C(=NC(=NC1)NC1CCOCC1)C1=CC=C2CN(C(C2=C1)=O)CC(=O)NC(C)(C)C1=CC=C(C=C1)C1=NC=CC=N1 2-(6-{5-chloro-2-[(oxan-4-yl)amino]pyrimidin-4-yl}-1-oxo-2,3-dihydro-1H-isoindol-2-yl)-N-{2-[4-(pyrimidin-2-yl)phenyl]propan-2-yl}acetamide